C(C)OC(=O)C1(CC(C1)=O)C1=CC=C(C=C1)Cl 1-(4-chlorophenyl)-3-oxocyclobutane-1-carboxylic acid ethyl ester